(1S,4R)-N-((S)-1-(6-(4-fluoro-1H-pyrazol-1-yl)pyridin-3-yl)ethyl)-1-methoxy-4-(4-methyl-6-((5-methyl-1H-pyrazol-3-yl)amino)pyrimidin-2-yl)cyclohexanecarboxamide FC=1C=NN(C1)C1=CC=C(C=N1)[C@H](C)NC(=O)C1(CCC(CC1)C1=NC(=CC(=N1)C)NC1=NNC(=C1)C)OC